tert-butyl (S)-4-(4-(1-acetyl-2-methyl-5-(((trifluoromethyl)sulfonyl)oxy)-1,2,3,4-tetrahydroquinolin-6-yl)-1H-pyrazol-1-yl)piperidine-1-carboxylate C(C)(=O)N1[C@H](CCC2=C(C(=CC=C12)C=1C=NN(C1)C1CCN(CC1)C(=O)OC(C)(C)C)OS(=O)(=O)C(F)(F)F)C